Didecyl-dimethylamin C(CCCCCCCCC)C(NC)CCCCCCCCCC